di-tert-butyl ((S)-3-((S)-2-(4-methoxy-1H-indole-2-carboxamido)-4-methylpentanoylamino)-2-oxo-4-((S)-2-oxopyrrolidin-3-yl) butyl) phosphate P(=O)(OC(C)(C)C)(OC(C)(C)C)OCC([C@H](C[C@H]1C(NCC1)=O)NC([C@H](CC(C)C)NC(=O)C=1NC2=CC=CC(=C2C1)OC)=O)=O